6-(pyridin-4-yl)-3,4-dihydro-isoquinoline N1=CC=C(C=C1)C=1C=C2CCN=CC2=CC1